butyl ((2-chloro-6-(4-fluorophenyl)pyridin-3-yl)methyl)carbamate ClC1=NC(=CC=C1CNC(OCCCC)=O)C1=CC=C(C=C1)F